N-(4-((1,4-oxaazepan-4-yl)methyl)phenyl)-4-chlorobenzamide O1CCN(CCC1)CC1=CC=C(C=C1)NC(C1=CC=C(C=C1)Cl)=O